2-[3-(dimethylamino)-6-dimethylazaniumylidenexanthen-9-yl]benzoate CN(C=1C=CC=2C(=C3C=CC(C=C3OC2C1)=[N+](C)C)C1=C(C(=O)[O-])C=CC=C1)C